1-imino-thiomorpholin-1-one HCl Cl.N=S1(CCNCC1)=O